2-chloro-4-(spiro[2.5]oct-6-ylamino)pyrimidine-5-carboxylic acid ethyl ester C(C)OC(=O)C=1C(=NC(=NC1)Cl)NC1CCC2(CC2)CC1